3-(6-(benzyloxy)-5-methyl-1-oxoisoindolin-2-yl)piperidine-2,6-dione C(C1=CC=CC=C1)OC1=C(C=C2CN(C(C2=C1)=O)C1C(NC(CC1)=O)=O)C